ClC1=C(C=CC(=N1)C(=O)NC)N1CCN(CC1)CC1=CC=C2C(N(C(NC2=C1)=O)CC)=S 6-chloro-5-(4-((3-ethyl-2-oxo-4-thioxo-1,2,3,4-tetrahydroquinazolin-7-yl)methyl)piperazin-1-yl)-N-methylpicolinamide